CCN(C)C1=CC=CC=C1 methylphenyldimethylamine